3-chloro-3'-fluoro-2'-(2-fluoro-3-(methylsulfonyl)phenyl)-5',6-dimethyl-4-((1S,2S)-2-(4,4,5,5-tetramethyl-1,3,2-dioxaborolan-2-yl)cyclopropyl)-2H-[1,4'-bipyridin]-2-one ClC=1C(N(C(=CC1[C@@H]1[C@H](C1)B1OC(C(O1)(C)C)(C)C)C)C1=C(C(=NC=C1C)C1=C(C(=CC=C1)S(=O)(=O)C)F)F)=O